2-cyclopropyl-5-(tributylstannyl)thiazole C1(CC1)C=1SC(=CN1)[Sn](CCCC)(CCCC)CCCC